C1(CC1)CN(C(OC(C)(C)C)=O)[C@H]1CN(CCC1)C1=CC(N(C=C1)C(C)N1N=NC(=C1)C=1C=NC=C(C1)NCCO)=O tert-butyl (cyclopropylmethyl)((3R)-1-(1-(1-(4-(5-((2-hydroxyethyl)amino)pyridin-3-yl)-1H-1,2,3-triazol-1-yl)ethyl)-2-oxo-1,2-dihydropyridin-4-yl)piperidin-3-yl)carbamate